benzyl 3-bromo-2-(5-fluoropyridin-2-yl)-6,7-dihydropyrazolo[1,5-a]pyrazine-5(4H)-carboxylate BrC=1C(=NN2C1CN(CC2)C(=O)OCC2=CC=CC=C2)C2=NC=C(C=C2)F